(S)-4-(3-(3-chloropyridin-2-yloxy)pyrrolidin-1-yl)-3-(2-hydroxyethyl)-N-methyl-N-phenylbenzamide ClC=1C(=NC=CC1)O[C@@H]1CN(CC1)C1=C(C=C(C(=O)N(C2=CC=CC=C2)C)C=C1)CCO